C[Si]1(CCN(CC1)C(=O)C1=CC(=CC=C1)C1=C2C(=NC=C1)C=C(O2)C2=CC=C(C=C2)S(=O)(=O)C)C (4,4-dimethyl-1,4-azasilinan-1-yl)(3-(2-(4-(methylsulfonyl)phenyl)furo[3,2-b]pyridin-7-yl)phenyl)methanone